FC(OC=1C=2N(C=C(C1)C(F)(F)F)C[C@@]1(CCC3=C(C(=CC=C13)C(F)(F)F)F)N2)F (S)-8-(difluoromethoxy)-4'-fluoro-5',6-bis(trifluoromethyl)-2',3'-dihydro-3H-spiro[imidazo[1,2-a]pyridine-2,1'-indene]